phenyl(trimethylsilyl)sulfide C1(=CC=CC=C1)S[Si](C)(C)C